C1(=CC=CC=C1)NC(CCNC1=CC=CC=C1)=O N-phenyl-3-phenylaminopropionamide